m-{6-[1-({6-[(R)-1-methoxyethyl]-2-pyridinyl}methyl)-1H-1,2,3-triazol-4-yl]-2-amino-4-pyrimidinyl}benzonitrile CO[C@H](C)C1=CC=CC(=N1)CN1N=NC(=C1)C1=CC(=NC(=N1)N)C=1C=C(C#N)C=CC1